C(=O)(OC(C)(C)C)N[C@H](CC1=CC=C(C=C1)C(C1=CC=CC=C1)=O)C(=O)O Boc-4-benzoyl-D-phenylalanine